Tridecyl-methyl-ammonium bromide [Br-].C(CCCCCCCCCCCC)[NH2+]C